CS(=O)(=O)OC1=CC=C(C=C1)C(C(=O)NP(=O)(OCC1=CC=CC=C1)OCC1=CC=CC=C1)SC1=NC(=C(C(=C1C#N)CC)C#N)N(C)C 4-(2-((bis(benzyloxy)phosphoryl)amino)-1-((3,5-dicyano-6-(dimethylamino)-4-ethylpyridin-2-yl) thio)-2-oxoethyl)phenyl methanesulfonate